Cl.Cl.C(\C=C\CN)N (E)-but-2-ene-1,4-diamine dihydrochloride